O1[C@H](COCC1)CN1N=C2C3=C(CC(C2=C1)C)OC(=C3C(F)(F)F)C(=O)NC[C@H]3OCCC3 2-{[(2S)-1,4-Dioxan-2-yl]methyl}-4-methyl-N-{[(2S)-oxolan-2-yl]methyl}-8-(trifluoromethyl)-4,5-dihydro-2H-furo[2,3-g]indazol-7-carboxamid